NC1CCC(CC1)CNC1=CC=C(C=C1)N1CC(CC(C1)C)C N-(((1r,4r)-4-aminocyclohexyl)methyl)-4-(3,5-dimethylpiperidin-1-yl)aniline